6-(benzyloxy)-2-(2,6-dioxopiperidin-3-yl)-3-oxoisoindoline-5-carbonitrile C(C1=CC=CC=C1)OC1=C(C=C2C(N(CC2=C1)C1C(NC(CC1)=O)=O)=O)C#N